(3S,4S)-1-(4-(4-(3-(4-fluorophenyl)propanoyl)-3-(hexylcarbamoyl)piperazine-1-carbonyl)benzoyl)-N3,N4-bis((1S,2R)-2-phenylcyclopropyl)pyrrolidine-3,4-dicarboxamide FC1=CC=C(C=C1)CCC(=O)N1C(CN(CC1)C(=O)C1=CC=C(C(=O)N2C[C@H]([C@@H](C2)C(=O)N[C@@H]2[C@H](C2)C2=CC=CC=C2)C(=O)N[C@@H]2[C@H](C2)C2=CC=CC=C2)C=C1)C(NCCCCCC)=O